1-[6-amino-2,4-difluoro-3-(4-methylpiperazin-1-yl)phenyl]ethanone NC1=CC(=C(C(=C1C(C)=O)F)N1CCN(CC1)C)F